C(#N)C1=NN(C=C1C(=O)NC1CCC(CC1)NC1=CC=CC=2N1C=C(N2)C(F)(F)F)C(F)F 3-cyano-1-(difluoromethyl)-N-[(1s,4s)-4-{[2-(trifluoromethyl)imidazo[1,2-a]pyridin-5-yl]amino}cyclohexyl]-1H-pyrazole-4-carboxamide